(4-{2-amino-5-[3-fluoro-4-(morpholin-4-ylmethyl)phenyl]pyridin-3-yl}phenyl)-5-(4-methylphenyl)-4-oxo-1-(tetrahydro-2H-pyran-4-ylmethyl)-1,4-dihydropyridine-3-carboxamide mesylate S(C)(=O)(=O)O.NC1=NC=C(C=C1C1=CC=C(C=C1)C=1N(C=C(C(C1C(=O)N)=O)C1=CC=C(C=C1)C)CC1CCOCC1)C1=CC(=C(C=C1)CN1CCOCC1)F